(L-leucyl)-1-methyl-D-tryptophan ethyl ester C(C)OC([C@H](NC([C@@H](N)CC(C)C)=O)CC1=CN(C2=CC=CC=C12)C)=O